2-(4-(2-((2-chloro-5-methylphenyl)amino)-2-oxoethoxy)-3-methoxyphenyl)-N-cyclohexyl-2-oxoacetamide ClC1=C(C=C(C=C1)C)NC(COC1=C(C=C(C=C1)C(C(=O)NC1CCCCC1)=O)OC)=O